CN(C1=C(C=CC(=C1)OCC1=C(C=CC=C1)C(F)(F)F)C1C=2C(NC(C1)=O)=NNC2)C 4-[2-(dimethylamino)-4-{[2-(trifluoromethyl)phenyl]methoxy}phenyl]-2H,4H,5H,6H,7H-pyrazolo[3,4-b]pyridin-6-one